CNCCCC(=O)OC methyl 4-(methylamino)butanoate